NC1(CCC2(OCCO2)CC1)C(=O)N[C@@H](C)C=1C=NC(=CC1)N1N=CC(=C1)F (S)-8-amino-N-(1-(6-(4-fluoro-1H-pyrazol-1-yl)pyridin-3-yl)ethyl)-1,4-dioxaspiro[4.5]decane-8-carboxamide